ClC=1C(=NOC1C(C(=O)OC)C(C)C)OCC(OCC)OCC methyl 2-[4-chloro-3-(2,2-diethoxyethoxy)isoxazol-5-yl]-3-methyl-butanoate